benzophenone O-(2-methyl-4-phenylbutan-2-yl) oxime CC(C)(CCC1=CC=CC=C1)ON=C(C1=CC=CC=C1)C1=CC=CC=C1